C(C)(C)C1=C(NC2=CC=C(C=C12)C1=NN=C(O1)C1CCN(CC1)CC(=O)N(C)C)C1=C2C(=NC=C1)NN=C2 2-(4-(5-(3-isopropyl-2-(1H-pyrazolo[3,4-b]pyridin-4-yl)-1H-indol-5-yl)-1,3,4-oxadiazol-2-yl)piperidin-1-yl)-N,N-dimethylacetamide